5-oxo-1-thioxo-4,5-dihydro[1,3]dioxolo[4,5-g][1,3]thiazolo[3,4-a]quinazoline-3-carboxamide O=C1NC=2N(C3=CC4=C(C=C13)OCO4)C(SC2C(=O)N)=S